FC1=CC=C(C=C1)C1=C(C(=NC=2C=C(CCC12)C1=C(N=CS1)C)N1CC2(CN(C2)C(C=C)=O)CC1)C#N 4-(4-fluorophenyl)-7-(4-methyl-1,3-thiazol-5-yl)-2-(2-(2-propenoyl)-2,6-diazaspiro[3.4]octan-6-yl)-5,6-dihydro-3-quinolinecarbonitrile